monomethyl hexadecanedioate barium salt [Ba+].C(CCCCCCCCCCCCCCC(=O)[O-])(=O)OC